[(3R)-3-methylpyrrolidin-3-yl] 4-[3-(2-isopropoxy-3-pyridyl)pyrazolo[1,5-a]pyrimidin-5-yl]piperazine-1-carboxylate C(C)(C)OC1=NC=CC=C1C=1C=NN2C1N=C(C=C2)N2CCN(CC2)C(=O)O[C@]2(CNCC2)C